1-[6-(3-[([1R,2S]-2-[4-fluorophenyl]cyclopropyl)amino]propyl)-3-oxo-3,4-dihydropyrazin-2-yl]piperidine-4-carboxylic acid FC1=CC=C(C=C1)[C@H]1[C@@H](C1)NCCCC1=CNC(C(=N1)N1CCC(CC1)C(=O)O)=O